N(=[N+]=[N-])CCCNC([C@H](CCCCN(C)C)NC(OC(C)(C)C)=O)=O tert-butyl (S)-(1-((3-azidopropyl)amino)-6-(dimethylamino)-1-oxohexan-2-yl)carbamate